(1-(cyclopropylmethyl)piperidin-3-yl)(5-hydroxynaphthalen-2-yl)methanone C1(CC1)CN1CC(CCC1)C(=O)C1=CC2=CC=CC(=C2C=C1)O